N-cyclopropyl-3-(3-((4-methylphenyl)sulfonamido)benzamido)benzamide benzyl-(E)-3-(5-(3-cyano-4-fluorophenoxy)-6-fluoro-1H-indol-4-yl)acrylate C(C1=CC=CC=C1)OC(\C=C\C1=C2C=CNC2=CC(=C1OC1=CC(=C(C=C1)F)C#N)F)=O.C1(CC1)NC(C1=CC(=CC=C1)NC(C1=CC(=CC=C1)NS(=O)(=O)C1=CC=C(C=C1)C)=O)=O